ClC=1C=C(C=CC1F)[C@@H]1N(OCC1)C1=CC(=NC=N1)NC=1C(=CC(=C(C1)NC(C=C)=O)N1C[C@@H]2N(CC[C@@H]2C1)C)OC N-(5-((6-((R)-3-(3-chloro-4-fluorophenyl)isoxazolidine-2-yl)pyrimidine-4-yl)amino)-4-methoxy-2-((3aR,6aR)-1-methylhexahydro-pyrrolo[3,4-b]pyrrole-5(1H)-yl)phenyl)acrylamide